Methyl (4-amino-3,5-dicyclopropylphenyl)acetate NC1=C(C=C(C=C1C1CC1)CC(=O)OC)C1CC1